(S)-biindanone [C@H]1(C(CC2=CC=CC=C12)=O)C1CCC2=CC=CC=C12